C(C=C)(=O)N1CC2(CC2)C(CC1)NCC1=CC(=NC=C1)C(=O)NC1=CC=C(C=C1)C1=CC2=C(N=CN=C2N2CCOCC2)N1 4-(((5-Acryloyl-5-azaspiro[2.5]oct-8-yl)amino)methyl)-N-(4-(4-morpholinyl-7H-pyrrolo[2,3-d]pyrimidin-6-yl)phenyl)picolinamide